C(C1=CC=CC=C1)N1C(C=2C=C(C(=NC2C=C1)C)C(=O)NC(C)C1=NC=CC=C1)=O 6-benzyl-2-methyl-5-oxo-N-(1-(pyridin-2-yl)ethyl)-5,6-dihydro-1,6-naphthyridine-3-carboxamide